C(C1=CC=CC=C1)(=O)N1C(N(C=CC1=O)[C@@H]1O[C@@H]([C@H]([C@H]1CCC)O)CO)=O 3-benzoyl-1-((2R,3R,4S,5R)-4-hydroxy-5-(hydroxymethyl)-3-propyltetrahydrofuran-2-yl)pyrimidine-2,4(1H,3H)-dione